3-(3,5-Dibromo-4-Hydroxy-Benzoyl)-2-Ethyl-Benzofuran BrC=1C=C(C(=O)C2=C(OC3=C2C=CC=C3)CC)C=C(C1O)Br